BrC1=CC(=C(C=C1)NC1=NC=C(C(=N1)C1=NC=C(C(=C1)NC1=C(C(=O)NC)C=CC=C1)C(F)(F)F)C(F)(F)F)OC 2-(({2-[(4-bromo-2-methoxyphenyl)amino]-5-(trifluoromethyl)pyrimidin-4-yl}-5-(trifluoromethyl)pyridin-4-yl)amino)-N-methylbenzamide